(2S,3R,4S)-3-[(cyclopropanesulfonyl)-amino]-4-fluoro-2-[(2-fluoro-3'-methyl-[1,1'-biphenyl]-3-yl)methyl]-N,N-dimethylpyrrolidine-1-carboxamide C1(CC1)S(=O)(=O)N[C@@H]1[C@@H](N(C[C@@H]1F)C(=O)N(C)C)CC=1C(=C(C=CC1)C1=CC(=CC=C1)C)F